FC1(CCC(CC1)CN1N=C(N=C1)C(=O)N)F 1-((4,4-difluorocyclohexyl)methyl)-1H-1,2,4-triazole-3-carboxamide